2,4-bis(8-isocyanatooctyl)-2,4-tolylene diisocyanate N(=C=O)CCCCCCCCC1(C(C)C=CC(C1)(CCCCCCCCN=C=O)N=C=O)N=C=O